C1(=CC=CC=C1)N1C=2C=CC=CC2C=2C1=C1N(C3=CC=CC=C3C1=CC2)C2=NC=NC(=N2)N2C1=CC=CC=C1C1=CC=C3C(=C21)N(C=2C=CC=CC23)C2=CC=CC=C2 4,6-bis(12-phenylindolo[2,3-a]carbazol-11-yl)-1,3,5-triazine